OC1=CC=NC=C1C(=O)NC=1C=C(C=CC1OCCOC)C=1SC=C(N1)CC(=O)NCC(=O)O (2-(2-(3-(4-HYDROXYNICOTINAMIDO)-4-(2-METHOXYETHOXY)PHENYL)THIAZOL-4-YL)ACETYL)GLYCINE